FC(C(=O)N(CCC[Si]1(CC=CC1)CCCN(C(C(F)(F)F)=O)C(C(F)(F)F)=O)C(C(F)(F)F)=O)(F)F N-[3-(1-{3-[bis-(2,2,2-trifluoro-acetyl)-amino]-propyl}-2,5-dihydro-1H-silol-1-yl)-Propyl]-2,2,2-trifluoro-N-(2,2,2-trifluoroacetyl)-acetamide